N-(3-(guanidinoformyl)-4-fluorophenyl)-5-(2,2-difluorocyclopropyl)-2-(4-fluoro-2-methylphenoxy)-4-(trifluoromethyl)benzamide N(C(=N)N)C(=O)C=1C=C(C=CC1F)NC(C1=C(C=C(C(=C1)C1C(C1)(F)F)C(F)(F)F)OC1=C(C=C(C=C1)F)C)=O